ICCOC(C)CCCCCCCCCC 2-(2-iodo-ethoxy)dodecane